9-(2-pyridyl)acridine N1=C(C=CC=C1)C=1C2=CC=CC=C2N=C2C=CC=CC12